OC(C(=O)O)=CC=C 2-hydroxypenta-2,4-dienoic acid